ClC=1C=CC=2N(N1)C(=CN2)C2=CC=CC(=N2)NC2CNCC2(F)F 6-(6-chloroimidazo[1,2-b]pyridazin-3-yl)-N-(4,4-difluoropyrrolidin-3-yl)pyridin-2-amine